BrCCCCCCCC(=O)OC(CCCCCCCCCC)CCCCCCCCCC henicosan-11-yl 8-bromooctanoate